[6-(m-cyanophenyl)-4-(1-{[6-(1-methoxyethyl)-2-pyridinyl]methyl}-1H-1,2,3-triazol-4-yl)-2-pyrimidinylamino]acetic acid C(#N)C=1C=C(C=CC1)C1=CC(=NC(=N1)NCC(=O)O)C=1N=NN(C1)CC1=NC(=CC=C1)C(C)OC